[(1S,2R)-2-Fluorocyclopropyl]-[(5R,7R)-7-fluoro-5-phenyl-6,7-dihydro-5H-pyrrolo[1,2-b][1,2,4]triazol-2-yl]methanon F[C@H]1[C@@H](C1)C(=O)C=1N=C2N(N1)[C@H](C[C@H]2F)C2=CC=CC=C2